8-(t-butyldimethylsilyloxy)-3,6-dioxa-1-octanol [Si](C)(C)(C(C)(C)C)OCCOCCOCCO